2-[[4-[1-(benzenesulfonyl)-6-(3,5-dimethylisoxazol-4-yl)pyrrolo[2,3-b]pyridin-3-yl]-5-(trifluoromethyl)pyrimidin-2-yl]amino]cyclobutanol C1(=CC=CC=C1)S(=O)(=O)N1C=C(C=2C1=NC(=CC2)C=2C(=NOC2C)C)C2=NC(=NC=C2C(F)(F)F)NC2C(CC2)O